3-hydroxy-4-oxo-7,8-dihydro-beta-ionone CC1=C(C(CCC1)(C)C)C(=O)C(C(=O)C)O